5-chloro-6-(1-(3-chloropyridin-2-yl)-3-methoxy-1H-pyrazole-5-carboxamido)-N-(cyclopropylmethyl)pyrazolo[1,5-a]pyridine-7-carboxamide ClC1=CC=2N(C(=C1NC(=O)C1=CC(=NN1C1=NC=CC=C1Cl)OC)C(=O)NCC1CC1)N=CC2